1-(2-(6-Chloro-3-(3,4-dichlorophenyl)-9H-carbazol-2-ylamino)ethyl)guanidine ClC=1C=C2C=3C=C(C(=CC3NC2=CC1)NCCNC(=N)N)C1=CC(=C(C=C1)Cl)Cl